(2S,5S)-9-methyl-2,3-dihydro-2,5-methanopyrido[3,4-f][1,4]oxazepin CC1=CN=CC=2C3=NC[C@@H](OC21)C3